C(C)(C)(C)OOO Tert-butyl-peroxyalcohol